CC1(COC1)C1=CC=C(C=N1)C=1N=C2SCCCN2C(C1C#N)=O 8-[6-(3-methyloxetan-3-yl)pyridin-3-yl]-6-oxo-2H,3H,4H,6H-pyrimido[2,1-b][1,3]thiazine-7-carbonitrile